2-(2-(4-aminopiperidin-1-yl)ethoxy)-4-methylthiazole-5-carboxamide NC1CCN(CC1)CCOC=1SC(=C(N1)C)C(=O)N